N-{4-[(E)-2-(4-aminocyclohexyl)ethenyl]-1,3-thiazol-2-yl}-1-(pyridin-4-ylmethyl)pyrrole-2-carboxamide NC1CCC(CC1)/C=C/C=1N=C(SC1)NC(=O)C=1N(C=CC1)CC1=CC=NC=C1